Decane-3-en-2-one CC(C=CCCCCCC)=O